5-vinyl-nicotinic acid C(=C)C=1C=NC=C(C(=O)O)C1